The molecule is a gallate ester obtained by the formal condensation of gallic acid with the hydroxy group at position 7 of 3',4',5',5,7-pentahydroxyflavan. Isolated from the leaves of Pithecellobium clypearia, it exhibits antiviral activity. It has a role as a metabolite and an antiviral agent. It is a gallate ester and a tetrahydroxyflavan. It derives from a flavan. C1CC2=C(C=C(C=C2OC1C3=CC(=C(C(=C3)O)O)O)OC(=O)C4=CC(=C(C(=C4)O)O)O)O